N-((2R,3S)-1-(isothiazol-5-yl)-2-((((CIS)-4-phenylcyclohexyl)oxy)methyl)pyrrolidin-3-yl)methanesulfonamide S1N=CC=C1N1[C@H]([C@H](CC1)NS(=O)(=O)C)CO[C@@H]1CC[C@@H](CC1)C1=CC=CC=C1